fluoro-2,5-dimethyl-4,5-dihydro-[1,2,4]triazolo[1,5-a]quinoxalin-6-amine FC1C=2N(C=3C=CC=C(C3N1C)N)N=C(N2)C